NC(C(=O)O)CC1=CNC2=NC=CC=C21 2-amino-3-(1H-pyrrolo[2,3-b]pyridin-3-yl)propanoic acid